methyl 2-(5-bromo-1H-indol-2-yl)acetate BrC=1C=C2C=C(NC2=CC1)CC(=O)OC